NC1=NC=C(C=2N=C(N=CC21)NC(C)(C)C)C2=CC(=C(C=C2)C(=O)N2CCCC2)O (4-(5-amino-2-(tert-butylamino)pyrido[4,3-d]pyrimidin-8-yl)-2-hydroxyphenyl)(pyrrolidin-1-yl)methanone